O1C(CCCC1)N1C=2C=CC=3OCCCNC(OCCN4C=CC(C(=N1)C2C3)=N4)=O 19-(oxan-2-yl)-8,14-dioxa-5,10,19,20,23-pentaazatetracyclo[13.5.2.12,5.018,21]tricosa-1(20),2(23),3,15(22),16,18(21)-hexaen-9-one